C(#N)/C(/C(=O)NC=1C=C(C=CC1)[C@@H]1C2=C(N(C([C@H]1NC(C1=CC(=CC=C1)C(F)(F)F)=O)=O)CC)N(N=C2C)C2=CC=CC=C2)=C\C2CC2 |r| rac-N-((4R,5S)-4-(3-((E)-2-cyano-3-cyclopropylacrylamido)phenyl)-7-ethyl-3-methyl-6-oxo-1-phenyl-4,5,6,7-tetrahydro-1H-pyrazolo[3,4-b]pyridin-5-yl)-3-(trifluoromethyl)benzamide